ClCC(=O)NC=1C=C(C(=NC1)C)NC(=O)C=1C=NN2C1SC(=C2)C2=CC(=NC=C2)N2CCOCC2 N-(5-(2-Chloroacetamido)-2-methylpyridin-3-yl)-2-(2-morpholinopyridin-4-yl)pyrazolo[5,1-b]Thiazole-7-carboxamide